1-(4-(4-(1,3-dioxolan-2-yl)piperidin-1-yl)-2-fluorophenyl)dihydropyrimidin-2,4(1H,3H)-dione O1C(OCC1)C1CCN(CC1)C1=CC(=C(C=C1)N1C(NC(CC1)=O)=O)F